BrC=1C(=C(C(=O)NC2=C(C(=C(C(=C2)OCC)C=O)F)Cl)C=CC1)C 3-bromo-N-(2-chloro-5-ethoxy-3-fluoro-4-formylphenyl)-2-methylbenzamide